S1C(=CC=C1)C1C=CC2=CC=CC=C12 thienylindene